oleic acid succinic anhydride C(CCC(=O)O)(=O)OC(CCCCCCC\C=C/CCCCCCCC)=O